O[C@H](CN1N=C(C=C1)NC([C@H](CC(C)C)N1C(C=C(C1)OC1=C(C=CC=C1)Cl)=O)=O)CO (S)-2-[4-(2-chloro-phenoxy)-2-oxo-2,5-dihydro-pyrrol-1-yl]-4-methyl-pentanoic acid [1-((R)-2,3-dihydroxy-propyl)-1H-pyrazol-3-yl]-amide